Difluorodecanediol FC(C(O)(O)F)CCCCCCCC